2-(4-fluoro-3-(2-(((R)-phenyl((R)-1,2,3,4-tetrahydropyrido[2,3-b]pyrazin-3-yl)methyl)amino)ethyl)phenyl)-2-methylpropanoic acid FC1=C(C=C(C=C1)C(C(=O)O)(C)C)CCN[C@@H]([C@H]1CNC2=C(N1)N=CC=C2)C2=CC=CC=C2